CN1N=CC(=C1)C1=CC=2N(C=N1)C(=CN2)N2CCN(CC2)C(=O)NCC2=CC=C(C=C2)C(F)(F)F 4-(7-(1-Methyl-1H-pyrazol-4-yl)imidazo[1,2-c]pyrimidin-3-yl)-N-(4-(trifluoromethyl)benzyl)piperazine-1-carboxamide